1-(1-(2-Chlorophenyl)ethyl)-N-((R,E)-4-(methylsulfonyl)but-3-en-2-yl)indoline-5-carboxamide ClC1=C(C=CC=C1)C(C)N1CCC2=CC(=CC=C12)C(=O)N[C@H](C)\C=C\S(=O)(=O)C